C1(=CC=C(C=C1)C1=CN=C(N1)C(=O)OCC)C ethyl 5-(p-tolyl)-1H-imidazole-2-carboxylate